(4R)-3-(9H-fluoren-9-ylmethoxycarbonyl)-1,3-thiazolidin-4-carboxylic acid C1=CC=CC=2C3=CC=CC=C3C(C12)COC(=O)N1CSC[C@H]1C(=O)O